8-((6-chloropyridin-3-yl)methyl)pyrido[2,3-d]pyrimidine-2,4(3h,8h)-dione ClC1=CC=C(C=N1)CN1C=CC=C2C1=NC(NC2=O)=O